C(C)S(=O)(=O)N1CCC2(CN(C2)C[C@H]2CN(CC2)C2=NC=NC=C2OC2=C(C(=O)N(C(C)C)C(C)C)C=C(C=C2)F)CC1 (S)-2-((4-(3-((7-(ethylsulfonyl)-2,7-diazaspiro[3.5]nonan-2-yl)methyl)pyrrolidin-1-yl)pyrimidin-5-yl)oxy)-5-fluoro-N,N-diisopropyl-benzamide